NCCCCCC#CC1=CC=C(S1)C#CCNC(C[C@H]1C=2N(C3=C(C(=N1)C1=CC=C(C=C1)Cl)C(=C(S3)C)C)C(=NN2)C)=O (S)-N-(3-(5-(7-aminohept-1-yn-1-yl)thiophen-2-yl)prop-2-yn-1-yl)-2-(4-(4-chlorophenyl)-2,3,9-trimethyl-6H-thieno[3,2-f][1,2,4]triazolo[4,3-a][1,4]diazepin-6-yl)acetamide